cis-N1-(5-(1-(3,3-difluorocyclobutyl)-2-methyl-1H-imidazo[4,5-b]pyridin-6-yl)pyrrolo[2,1-f][1,2,4]triazin-2-yl)-N4,N4-dimethylcyclohexane-1,4-diamine FC1(CC(C1)N1C(=NC2=NC=C(C=C21)C=2C=CN1N=C(N=CC12)N[C@@H]1CC[C@@H](CC1)N(C)C)C)F